2,2-dimethyl-4-methylenepentane CC(C)(CC(C)=C)C